2-(3-methylbut-3-en-1-yn-1-yl)naphthalene CC(C#CC1=CC2=CC=CC=C2C=C1)=C